3-[[7-(5-methyl-1,2,4-oxadiazol-3-yl)-1-isoquinolyl]amino]-N-(7-propoxy-1H-benzimidazol-2-yl)propanamide CC1=NC(=NO1)C1=CC=C2C=CN=C(C2=C1)NCCC(=O)NC1=NC2=C(N1)C(=CC=C2)OCCC